C(C)N1NC(C=2C1=NC(=CC2)NC2=NC=C(C(=C2)N[C@H](CO)C2=CC=CC=C2)C2=NC(=NO2)C)=O (S)-1-ethyl-6-((4-((2-hydroxy-1-phenylethyl)amino)-5-(3-methyl-1,2,4-oxadiazol-5-yl)pyridin-2-yl)amino)-1,2-dihydro-3H-pyrazolo[3,4-b]pyridin-3-one